4,4',4''-phosphoryl-tribenzoic acid P(=O)(C1=CC=C(C(=O)O)C=C1)(C1=CC=C(C(=O)O)C=C1)C1=CC=C(C(=O)O)C=C1